di(n-pentyl) isophthalate C(C1=CC(C(=O)OCCCCC)=CC=C1)(=O)OCCCCC